N-((S)-2-((2-(1,4-dimethyl-1H-pyrazol-5-yl)pyrimidin-5-yl)amino)-1-((1r,4S)-4-methylcyclohexyl)-2-oxoethyl)-1-ethyl-1H-pyrazole-5-carboxamide CN1N=CC(=C1C1=NC=C(C=N1)NC([C@H](C1CCC(CC1)C)NC(=O)C1=CC=NN1CC)=O)C